[2-[6-ethyl-1-(pyridin-4-ylmethyl)pyrrolo[2,3-b]pyridin-2-yl]-5-methoxy-3-methylimidazo[1,2-a]pyridin-7-yl]methanone C(C)C1=CC=C2C(=N1)N(C(=C2)C=2N=C1N(C(=CC(=C1)C=O)OC)C2C)CC2=CC=NC=C2